(3R)- and (3S)-3-Cyclopentyl-3-[4-(7-[2-(trimethylsilyl)ethoxy]methyl-7H-pyrrolo[2,3-d]pyrimidin-4-yl)-1H-pyrazol-1-yl]propanenitrile C1(CCCC1)[C@@H](CC#N)N1N=CC(=C1)C=1C2=C(N=CN1)N(C=C2)COCC[Si](C)(C)C |r|